6-(2-(4-methoxyphenyl)-1H-benzo[d]imidazol-6-yl)-5-methyl-4,5-dihydropyridazin-3(2H)-one COC1=CC=C(C=C1)C1=NC2=C(N1)C=C(C=C2)C=2C(CC(NN2)=O)C